2-((2-(Trimethylsilyl)ethoxy)methyl)pyrrolo[3,4-f]isoindole-1,3,5,7(2H,6H)-tetraone tert-Butyl-(2-(5-bromo-2-isobutyrylphenoxy)ethyl)carbamate C(C)(C)(C)N(C(O)=O)CCOC1=C(C=CC(=C1)Br)C(C(C)C)=O.C[Si](CCOCN1C(C2=CC=3C(NC(C3C=C2C1=O)=O)=O)=O)(C)C